2-(tert-butyldimethylsiloxy)ethanol O([Si](C)(C)C(C)(C)C)CCO